FC1=C(C(C(N)C=C1)(C)OC)OC 4-fluoro-3-methoxy-2-methoxy-2-methylaniline